tert-butyl 6-(2-{1-ethyl-1H-pyrrolo[2,3-b]pyridin-2-yl}-7-methoxy-1-methyl-1H-1,3-benzodiazole-5-carbonyl)-octahydro-1H-pyrrolo[2,3-c]pyridine-1-carboxylate C(C)N1C(=CC=2C1=NC=CC2)C2=NC1=C(N2C)C(=CC(=C1)C(=O)N1CC2C(CC1)CCN2C(=O)OC(C)(C)C)OC